C(CCC=O)=O 1,4-Butanedial